ClC1=C(N=C(NC1=O)C1=C(N=CS1)C)N1C[C@H](NCC1)C 5-chloro-4-[(3R)-3-methylpiperazin-1-yl]-2-(4-methylthiazol-5-yl)-1H-pyrimidin-6-one